5-(2-((R or S)-3-((R)-6,7-difluoro-isochroman-1-yl)-3-(2-(5-fluorothiophen-2-yl)ethyl)pyrrolidin-1-yl)propan-2-yl)-2-methylpyridine FC=1C=C2CCO[C@H](C2=CC1F)[C@]1(CN(CC1)C(C)(C)C=1C=CC(=NC1)C)CCC=1SC(=CC1)F |o1:12|